C(C)(=O)C=1C=C2C(=CNC2=CC1)C(=O)O 5-ACETYL-INDOLE-3-CARBOXYLIC ACID